5-trifluoromethyl-1H-pyrazole-4-carboxamide FC(C1=C(C=NN1)C(=O)N)(F)F